6-chloro-3-[[(1R)-1-(3-cyano-10-fluoro-8-oxo-5,6-dihydro-1,6-naphthyridino[5,6-b]quinazolin-12-yl)ethyl]amino]pyridine-2-carboxylic acid ClC1=CC=C(C(=N1)C(=O)O)N[C@H](C)C=1C=C(C=C2C(N3C(=NC12)C=1C=CC(=NC1CC3)C#N)=O)F